O=C1NC(CCC1N1C(C2=CC=CC(=C2C1)NC(CCC1CCN(CC1)C(=O)OC(C)(C)C)=O)=O)=O tert-butyl 4-(3-((2-(2,6-dioxopiperidin-3-yl)-1-oxoisoindolin-4-yl)amino)-3-oxopropyl)piperidine-1-carboxylate